ethyl 3-[acetyl (methyl)amino]-6-cyano-pyridine-2-carboxylate C(C)(=O)N(C=1C(=NC(=CC1)C#N)C(=O)OCC)C